C(C)N1C=C(C(C2=CC(=C(N=C12)N1CCNCC1)F)=O)C(C=CC1=CC=CC=C1)=O 1-ethyl-6-fluoro-7-piperazin-1-yl-3-cinnamoyl-[1,8]naphthyridin-4(1H)-one